1-(4-fluorobenzoyl)-3-(((6-methoxynaphthalen-2-yl)oxy)methyl)azetidine-3-carbonitrile FC1=CC=C(C(=O)N2CC(C2)(C#N)COC2=CC3=CC=C(C=C3C=C2)OC)C=C1